N-(2-Fluoropropyl)-4-nitroaniline FC(CNC1=CC=C(C=C1)[N+](=O)[O-])C